tert-butyl ((3-fluorobicyclo[1.1.1]pentan-1-yl)methyl)((3R)-1-(6-(1-(4-(6-(pyrrolidin-1-yl)pyrazin-2-yl)-1H-1,2,3-triazol-1-yl)ethyl)pyridazin-3-yl)piperidin-3-yl)carbamate FC12CC(C1)(C2)CN(C(OC(C)(C)C)=O)[C@H]2CN(CCC2)C=2N=NC(=CC2)C(C)N2N=NC(=C2)C2=NC(=CN=C2)N2CCCC2